6-[N-6-(2-hexyldecanoyloxy)hexyl-N-(4-hydroxybutyl)amino]hexyl 2-hexyldecanoate C(CCCCC)C(C(=O)OCCCCCCN(CCCCO)CCCCCCOC(C(CCCCCCCC)CCCCCC)=O)CCCCCCCC